ClC=1C=CC(=C(C1)[C@H]([C@@H](C)C=1N(C(C(=C(N1)C(=O)NC=1C=NOC1)O)=O)C)C=1C=NN(C1)C)C#N 2-((1S,2R)-1-(5-chloro-2-cyanophenyl)-1-(1-methyl-1H-pyrazol-4-yl)propan-2-yl)-5-hydroxy-N-(isoxazol-4-yl)-1-methyl-6-oxo-1,6-dihydropyrimidine-4-carboxamide